CC(CO)(C)NC(C(CC)(C)C)=O N-(1,1-Dimethyl-2-hydroxyethyl)-2,2-dimethylbutanamid